Methoxy-ribose COC(=O)[C@H](O)[C@H](O)[C@H](O)CO